FC(C(=O)N(CC1(OCC2(C3=C1SC=C3)CC2)C)C)(F)F 2,2,2-Trifluoro-N-methyl-N-((7'-methyl-5'H,7'H-spiro[cyclopropane-1,4'-thieno[2,3-c]Pyran]-7'-yl)methyl)acetamide